ethyl 2-cyclopropyl-6-methyl-7-oxo-6,7-dihydro-1H-pyrrolo[2,3-c]pyridine-3-carboxylate C1(CC1)C1=C(C2=C(C(N(C=C2)C)=O)N1)C(=O)OCC